14-Chloro-20,22-difluoro-15-methoxy-10-methyl-17,17-dioxo-17λ6-thia-10,18-diazatetracyclo[17.3.1.112,16.02,7]tetracosa-1(22),2(7),3,5,12,14,16(24),19(23),20-nonaen-11-one ClC=1C=C2C(N(CCC=3C=CC=CC3C3=C(C=C(C(NS(C(C1OC)=C2)(=O)=O)=C3)F)F)C)=O